ONC(=N)C=1C=C2CC[C@H](C2=CC1)NC(OC(C)(C)C)=O tert-butyl N-[(1R)-5-(N-hydroxycarbamimidoyl)-2,3-dihydro-1H-inden-1-yl]carbamate